ClC1=CC(=CC2=C1NC(O2)=O)C=2C=C1C(=NC2)NC(C1)=O 4-chloro-6-(2-oxo-2,3-dihydro-1H-pyrrolo[2,3-b]pyridin-5-yl)benzo[d]oxazol-2(3H)-one